[Si](C)(C)(C(C)(C)C)OC(C)(C)C1=C(C=C(NC2=NN(C=C2C(=O)N)[C@@H]2COCC[C@H]2C#N)C=C1)B1OCC(CO1)(C)C 3-[4-[1-[tert-butyl(dimethyl)silyl]oxy-1-methyl-ethyl]-3-(5,5-dimethyl-1,3,2-dioxaborinan-2-yl)anilino]-1-(trans-4-cyanotetrahydro-2H-pyran-3-yl)pyrazole-4-carboxamide